(R)-tert-butyl (3-((2-((3-((4-hydroxy-1-(3-phenylbutanoyl)piperidin-4-yl)methyl)-4-oxo-3,4-dihydroquinazolin-7-yl)amino)ethyl)(methyl)amino)propyl)carbamate OC1(CCN(CC1)C(C[C@@H](C)C1=CC=CC=C1)=O)CN1C=NC2=CC(=CC=C2C1=O)NCCN(CCCNC(OC(C)(C)C)=O)C